P(=O)([O-])([O-])[O-].[Rb+].[Rb+].[Rb+] Rubidium phosphat